2-(cyclohexyl-disulfanyl)-5-methyl-1,3,4-thiadiazole C1(CCCCC1)SSC=1SC(=NN1)C